5-(4-((4-(ethoxymethyl)-4-phenethylpiperidin-1-yl)methyl)phenyl)-2,4-dihydro-3H-1,2,4-triazol-3-one C(C)OCC1(CCN(CC1)CC1=CC=C(C=C1)C=1NC(NN1)=O)CCC1=CC=CC=C1